COC(CCC[C@@H](C)[C@H]1CC[C@@H]2[C@@]1(CC[C@@H]1C(C(=CC[C@@H]21)[C@H]2OC(OC2)(C)C)(C)C)C)=O (5R)-5-[(3aR,3R,5aS,9aS,9bS)-7-[(4R)-2,2-dimethyl-1,3-dioxolan-4-yl]-3a,6,6-trimethyl-2,3,3a,4,5,5a,6,9,9a,9b-Decahydro-1H-cyclopenta[1,2-a]naphthalen-3-yl]hexanoic acid methyl ester